[2H]C1(OC2=C(O1)C=CC(=C2)C=CC(=O)O)[2H] 3-(2,2-Dideuterio-1,3-benzodioxol-5-yl)prop-2-enoic acid